(1r,3r)-3-amino-N-methylcyclopentane-1-carboxamide N[C@H]1C[C@@H](CC1)C(=O)NC